3-(3-((2-(3-(6,7-dichloro-2-(2-hydroxyacetyl)-2,3,4,5-tetrahydro-1H-pyrido[4,3-b]indol-9-yl)-1H-pyrazol-1-yl)ethyl)amino)-3-oxopropoxy)propanoic acid ClC1=C(C=C(C=2C3=C(NC12)CCN(C3)C(CO)=O)C3=NN(C=C3)CCNC(CCOCCC(=O)O)=O)Cl